[Cu].[Ge].[Ag] silver-germanium-copper